O1CCOC2=C1C=CC(=C2)/C=C/C(=O)C2=C(C=C(C=C2)C)O (2E)-3-(2,3-Dihydro-1,4-benzodioxin-6-yl)-1-(2-hydroxy-4-methylphenyl)prop-2-en-1-one